FC=1C=C(OC2=C3C(=NC=C2)NC=C3C3=NC(=NC=C3)O)C=CC1 4-(4-(3-fluorophenoxy)-1H-pyrrolo[2,3-b]pyridin-3-yl)pyrimidin-2-ol